2-hydroxy-1-(4-(2-hydroxy-2-methacryloylphenyl)benzyl)-2-methyl-1-propanone OC(C(=O)CC1=CC=C(C=C1)C1C(C=CC=C1)(C(C(=C)C)=O)O)(C)C